2-[[2-(1-methyl-4-piperidyl)acetyl]amino]-4-[2-phenoxyethyl-[4-(5,6,7,8-tetrahydro-1,8-naphthyridin-2-yl)butyl]amino]butanoic acid CN1CCC(CC1)CC(=O)NC(C(=O)O)CCN(CCCCC1=NC=2NCCCC2C=C1)CCOC1=CC=CC=C1